Cl.NC/C(/CN1N=CN(C1=O)C=1C=C(C=CC1)C1=CC(=NC=C1)NC(C)=O)=C/F N-[4-(3-{1-[(2Z)-2-(aminomethyl)-3-fluoroprop-2-en-1-yl]-5-oxo-1,5-dihydro-4H-1,2,4-triazol-4-yl}phenyl)pyridin-2-yl]acetamide hydrochloride